C(C)(C)N1C(=CC=2C=NC(=CC21)NC(=O)C=2C=NN(C2)C)C2=NC(=NC=C2)NCC(F)(F)F N-(1-isopropyl-2-(2-(2,2,2-trifluoroethylamino)pyrimidin-4-yl)-1H-pyrrolo[3,2-c]pyridin-6-yl)-1-methyl-1H-pyrazole-4-carboxamide